CC1=C(C(=CC(=C1)N)[N+](=O)[O-])N (E)-methyl-3-nitrobenzene-2,5-diamine